Cl.C1NCCC2C1OC=1C2CC=CC1 hexahydrobenzofuro[2,3-c]pyridine hydrochloride